FC1=CC=C(C=C1)N1N=C(C=C1)N (4-fluorophenyl)-1H-pyrazol-3-amine